2-(Azidomethyl)-5-(2-(benzyloxy)ethoxy)thiazole benzenesulfonylcarbamate C1(=CC=CC=C1)S(=O)(=O)NC(O)=O.N(=[N+]=[N-])CC=1SC(=CN1)OCCOCC1=CC=CC=C1